ClC1=C(N=C2N(C1=O)C=C(N=C2C2=C(C=C(C#N)C=C2)F)[C@H]2C[C@H](OCC2)C=2C=NN(C2)C)C 4-(3-chloro-2-methyl-7-((2S,4R)-2-(1-methyl-1H-pyrazol-4-yl)tetrahydro-2H-pyran-4-yl)-4-oxo-4H-pyrazino[1,2-a]pyrimidin-9-yl)-3-fluorobenzonitrile